dipotassium ascorbate phosphate P(=O)([O-])([O-])O.O=C1C(O)=C(O)[C@H](O1)[C@@H](O)CO.[K+].[K+]